methyl N-[4-[6-[(4-fluorophenyl)-methyl-carbamoyl]imidazo[1,2-a]pyridin-3-yl]phenyl]carbamate FC1=CC=C(C=C1)N(C(=O)C=1C=CC=2N(C1)C(=CN2)C2=CC=C(C=C2)NC(OC)=O)C